7-(8-ethynyl-7-fluoro-3-hydroxynaphthalen-1-yl)-8-fluoroquinazoline-6-carbonitrile C(#C)C=1C(=CC=C2C=C(C=C(C12)C1=C(C=C2C=NC=NC2=C1F)C#N)O)F